COC(C1=NC=CC(=C1)NC(=O)[C@@H]1OC([C@H]([C@H]1C1=C(C(=C(C=C1)F)F)OC)OC)(C)C)=O |r| rac-4-((2R,3R,4S)-3-(3,4-difluoro-2-methoxyphenyl)-4-methoxy-5,5-dimethyltetrahydrofuran-2-carboxamido)picolinic acid methyl ester